Oleic acid [3-({4-[(3-oleamidopropyl)-dimethyl-amino]butyl}-dimethyl-amino)-propyl]-amide dibromide [Br-].[Br-].C(CCCCCCC\C=C/CCCCCCCC)(=O)NCCCCN(CCCCCN(CCCNC(CCCCCCC\C=C/CCCCCCCC)=O)C)C